OC(CC1=C(C=C(C=C1)C)N1N=C2C(=N1)C=CC(=C2)Cl)CC(C)(C)C 2-(2'-hydroxy-3'-tert-butyl-5'-methylpropyl-phenyl)-5-chlorobenzotriazole